Trans-N1,N2-dimethylcyclohexane-1,2-diamine CN[C@H]1[C@@H](CCCC1)NC